ClP1O[C@]([C@@H]2N1CCC2)(C2=CC=CC=C2)C (3S,3aR)-1-Chloro-3-methyl-3-phenyltetrahydro-1H,3H-pyrrolo[1,2-c][1,3,2]oxazaphosphole